C(C)N1N=CC(=C1)N1C=2C(=CC(C1)S(=O)(=O)C1=CC=C(C)C=C1)C=C(N2)C2=CC(=C1CCN(CC1=C2)C)C 7-(7-(1-ethyl-1H-pyrazol-4-yl)-5-p-toluenesulfonyl-5H-pyrrolo[2,3-b]pyridin-2-yl)-2,5-dimethyl-1,2,3,4-tetrahydroisoquinoline